CC(=O)C#N oxypropionitrile